C(C)NS(=O)(=O)C1=C(C=CC=C1)C N-Ethyl-2-methylbenzenesulfonamide